NC(C([C@H](CC)NC(=O)C1=C(N=C(O1)C)C1=CC=CC=C1)=O)=O (S)-N-(1-AMINO-1,2-DIOXOPENTAN-3-YL)-2-METHYL-4-PHENYLOXAZOLE-5-CARBOXAMIDE